FC1=CC=C(C=C1)C(CN1CCN(CC1)C(=O)C1=NN(C(=C1)C1=CC=CC=C1)C)=O 1-(4-Fluoro-phenyl)-2-[4-(1-methyl-5-phenyl-1H-pyrazole-3-carbonyl)-piperazin-1-yl]-ethanone